BrCCCCCCOC(NCCCCCCCCCCC)=O 6-bromohexylundecylcarbamate